BrC1=C(C=C(C2=C1N=CS2)Cl)F 4-bromo-7-chloro-5-fluoro-1,3-benzothiazole